BrC=1C(=C(C=CC1)C=1N=C(C(=NC1)C=O)OC)Cl 5-(3-bromo-2-chlorophenyl)-3-methoxy-2-pyrazinecarboxaldehyde